FC1=C(C=C(C=C1C[C@@H]1N(CC2(CC2)[C@@H]1NS(=O)(=O)C(F)F)C(=O)[C@@H]1OCC1)F)C1=CC=CC=C1 N-((6S,7S)-6-((2,5-difluoro-[1,1'-biphenyl]-3-yl)methyl)-5-((R)-oxetane-2-carbonyl)-5-azaspiro[2.4]heptan-7-yl)-1,1-difluoromethanesulfonamide